tert-Butyl 4-((4-iodobutyl)carbamoyl)piperidine-1-carboxylate ICCCCNC(=O)C1CCN(CC1)C(=O)OC(C)(C)C